C(C=CC1=CC=CC=C1)(=O)C1=C(C=O)C=CC(=C1)O Cinnamoyl-4-hydroxybenzaldehyde